lithium nickel manganate cobalt [Co+2].[Mn](=O)(=O)([O-])[O-].[Ni+2].[Li+]